COC1=NC=CC(=C1B(O)O)C 2-METHOXY-4-METHYLPYRIDINE-3-BORONIC ACID